10-(oxetan-3-yl)-6,7,8,9-tetrahydro-5H-6,9-epiminocyclohepta[d]pyrimidin-4-amine O1CC(C1)N1C2CC3=C(N=CN=C3N)C1CC2